N1C=C(C2=CC=CC=C12)C1CN(CC1)C(CC(=O)NN)C1=NC(=CC=C1)C(F)(F)F 3-(3-(1H-indol-3-yl)pyrrolidin-1-yl)-N'-(6-(trifluoromethyl)pyridin-2-yl)propionyl-hydrazine